6-acetyl-2-(4-chlorophenyl)-3-(2-hydroxyethoxy)isoindolin-1-one C(C)(=O)C1=CC=C2C(N(C(C2=C1)=O)C1=CC=C(C=C1)Cl)OCCO